4-{[3-Methoxy-4-(1-methyl-1H-1,2,4-triazol-3-yl)pyridin-2-yl]amino}-6-[(4-methoxypyridin-2-yl)amino]-N-(2H3)methylpyridazin-3-carboxamid COC=1C(=NC=CC1C1=NN(C=N1)C)NC1=C(N=NC(=C1)NC1=NC=CC(=C1)OC)C(=O)NC([2H])([2H])[2H]